CSC1=NC=C(C=N1)C(F)(F)F 2-(methylthio)-5-(trifluoromethyl)pyrimidine